1-(2-methylpyridin-4-yl)ethan-1-one CC1=NC=CC(=C1)C(C)=O